FC1=C(C(=CC(=C1)C1=C2N=C(C=NC2=CC=C1)C=1C=NN(C1)C1CCNCC1)F)CN1CCOCC1 4-[[2,6-difluoro-4-[3-[1-(4-piperidyl)pyrazol-4-yl]quinoxalin-5-yl]phenyl]methyl]morpholine